(5S,8R)-N-(3-cyano-4-(trifluoromethyl)phenyl)-1-fluoro-6,7,8,9-tetrahydro-5H-5,8-epiminocyclohepta[c]pyridine-10-carboxamide C(#N)C=1C=C(C=CC1C(F)(F)F)NC(=O)N1[C@H]2CC[C@@H]1CC=1C(=NC=CC12)F